(R)-(-)-1-Cbz-3-pyrrolidinol C1CN(C[C@@H]1O)C(=O)OCC2=CC=CC=C2